C(#N)C1=CC=C2C=3C(C4=C(C(C3NC2=C1)(C)C)C=C(C(=C4)CC)N4CCN(CC4)C(COCCCNC([C@H](C(C)(C)C)NC(OC(C)(C)C)=O)=O)=O)=O tert-butyl (S)-(1-((3-(2-(4-(3-cyano-9-ethyl-6,6-dimethyl-11-oxo-6,11-dihydro-5H-benzo[b]carbazol-8-yl)piperazin-1-yl)-2-oxoethoxy)propyl)amino)-3,3-dimethyl-1-oxobutan-2-yl)carbamate